2-(dimethylamino)-2-[(4-methylphenyl)methyl]-1-[4-(4-morpholinyl)phenyl]butane-1-on CN(C(C(=O)C1=CC=C(C=C1)N1CCOCC1)(CC)CC1=CC=C(C=C1)C)C